2-((3-(6-((4-cyano-2-fluorobenzyl)oxy)pyridin-2-yl)-3,8-diazabicyclo[3.2.1]octan-8-yl)methyl)-1-(oxazol-2-ylmethyl)-1H-benzo[d]imidazole-6-carboxylic acid C(#N)C1=CC(=C(COC2=CC=CC(=N2)N2CC3CCC(C2)N3CC3=NC2=C(N3CC=3OC=CN3)C=C(C=C2)C(=O)O)C=C1)F